ClC1=CC(=C(C=C1)NC1=CC2=C(C=N1)N(C(N2C2CCC(CC2)OC)=O)C)C 6-((4-Chloro-2-methylphenyl)amino)-1-(4-methoxycyclohexyl)-3-methyl-1,3-dihydro-2H-imidazo[4,5-c]pyridin-2-one